2,2-dimethylpiperazine dihydrochloride Cl.Cl.CC1(NCCNC1)C